NC=1N2C(C=3N(C(N(C3N1)CCN1CCN(CC1)C1=C(C=C(C(=O)NCCNCCO)C=C1)F)=O)C)=CC(=N2)C=2OC=CC2 4-(4-(2-(5-amino-8-(furan-2-yl)-1-methyl-2-oxo-1H-pyrazolo[5,1-i]purin-3(2H)-yl)ethyl)piperazin-1-yl)-3-fluoro-N-(2-((2-hydroxyethyl)amino)ethyl)benzamide